OC1=C(OC2=CC=C(C=C2)/C=C/C(=O)C2=CC=CC=C2)C=C(C=C1)O (E)-3-[4-(2,5-Dihydroxyphenoxy)phenyl]-1-phenylprop-2-en-1-one